The molecule is an amino acid zwitterion obtained from N(2)-(2-carboxyethyl)-L-arginine by the removal of a proton for both of the carboxy groups and the addition of a proton to the alpha-amino group and to the guanidyl group. It is a tautomer of a N(2)-(2-carboxyethyl)-L-arginine. C(C[C@@H](C(=O)[O-])[NH2+]CCC(=O)[O-])C[NH+]=C(N)N